5-(butylamino)-N-(5-nitro-4-phenylthiazol-2-yl)-[1,1'-biphenyl]-2-carboxamide C(CCC)NC1=CC=C(C(=C1)C1=CC=CC=C1)C(=O)NC=1SC(=C(N1)C1=CC=CC=C1)[N+](=O)[O-]